BrC1=NNC2=NC=NC(=C21)N2CCC(CC2)C(OCCCN(C)C)C2=CC=C(C=C2)Cl 3-((1-(3-bromo-1H-pyrazolo[3,4-d]pyrimidin-4-yl)piperidin-4-yl)(4-chlorophenyl)methoxy)-N,N-dimethylpropan-1-amine